S1C=NC(=C1)CC(=O)NC1=NNC(=C1)[C@@H]1C[C@@H](CC1)N(C([O-])=O)C1(CC1)C (1R,3S)-3-{3-[(1,3-thiazol-4-ylacetyl)amino]-1H-pyrazol-5-yl}cyclopentyl(1-methylcyclopropyl)carbamate